ethyl-6-{2-[9-(dimethylamino)pentadecyl]cyclopropyl}hexanoate C(C)OC(CCCCCC1C(C1)CCCCCCCCC(CCCCCC)N(C)C)=O